Ethyl propyl-3-methyl-pyrazole-4-carboxylate C(CC)C1=C(C(=NN1)C)C(=O)OCC